dimethyl-sulfur nitrogen [N].CSC